tert-Butyl 4-[4-({5-ethynyl-7-oxo-8-phenylpyrido[2,3-d]pyrimidin-2-yl}amino)phenyl]piperazine-1-carboxylate C(#C)C1=CC(N(C=2N=C(N=CC21)NC2=CC=C(C=C2)N2CCN(CC2)C(=O)OC(C)(C)C)C2=CC=CC=C2)=O